(3S)-20-hydroxymethyl-20-methyl-pregn-7-en-3-yl acetate C(C)(=O)O[C@@H]1CC2CC=C3[C@@H]4CC[C@H](C(C)(C)CO)[C@]4(CC[C@@H]3[C@]2(CC1)C)C